tert-butyl 4-[4-[3-[3-[[ethyl(methyl)sulfamoyl]amino]-2,6-difluoro-benzoyl]-1H-pyrrolo[2,3-b]pyridin-5-yl]-2-methyl-phenyl]piperazine-1-carboxylate C(C)N(S(=O)(=O)NC=1C(=C(C(=O)C2=CNC3=NC=C(C=C32)C3=CC(=C(C=C3)N3CCN(CC3)C(=O)OC(C)(C)C)C)C(=CC1)F)F)C